N-(5-(7-(dimethylamino)-6-fluoro-5-methyl-1H-indazol-4-yl)thiazolo[5,4-b]pyridin-2-yl)-2-fluorocyclopropane-1-carboxamide CN(C=1C(=C(C(=C2C=NNC12)C1=CC=C2C(=N1)SC(=N2)NC(=O)C2C(C2)F)C)F)C